4-bromo-2-(3,3-dimethylbutoxy)phenol BrC1=CC(=C(C=C1)O)OCCC(C)(C)C